6-methyl-5-(methylsulfonyl)-N-((2-(2-(2-oxo-1,3,8-triazaspiro[4.5]decan-8-yl)pyrimidin-4-yl)-1,6-naphthyridin-7-yl)methyl)nicotinamide CC1=NC=C(C(=O)NCC2=NC=C3C=CC(=NC3=C2)C2=NC(=NC=C2)N2CCC3(CNC(N3)=O)CC2)C=C1S(=O)(=O)C